2-(2,3-dihydro-1H-inden-2-yl)-N-((1S,2R)-1-hydroxy-1-(3-methoxypyridin-2-yl)-3-(pyrrolidin-1-yl)propan-2-yl)acetamide C1C(CC2=CC=CC=C12)CC(=O)N[C@@H]([C@@H](C1=NC=CC=C1OC)O)CN1CCCC1